FC1=CC=C(C=C1)N1N=CC2=C1C[C@@H]1CCN(C[C@]1(C2)C(=O)C2=NC=CC=C2)S(=O)(=O)C=2C=NN(C2)C(C)C ((4aR,8aS)-1-(4-fluorophenyl)-6-((1-isopropyl-1H-pyrazol-4-yl)sulfonyl)-4,4a,5,6,7,8,8a,9-octahydro-1H-pyrazolo[3,4-g]isoquinolin-4a-yl)(pyridin-2-yl)methanone